Methyl (1-hydroxy-1,3-dihydrobenzo[c][1,2]oxaborole-6-carbonyl)-L-alloisoleucinate OB1OCC2=C1C=C(C=C2)C(=O)N[C@@H]([C@H](C)CC)C(=O)OC